5-((2-amino-3-chloropyridin-4-yl)thio)-2-(1-amino-6-methoxy-1,3-dihydrospiro[inden-2,4'-piperidin]-1'-yl)-3-methylpyridin-4(3H)-one NC1=NC=CC(=C1Cl)SC=1C(C(C(=NC1)N1CCC2(CC1)C(C1=CC(=CC=C1C2)OC)N)C)=O